5,6-dimethylpyrazine-2-carboxamide CC=1N=CC(=NC1C)C(=O)N